BrC=1C=CC(=NC1)N1CCC(CC1)N(C(OC(C)(C)C)=O)C tert-butyl N-[1-(5-bromo-2-pyridyl)-4-piperidyl]-N-methyl-carbamate